8-(1-bromoethyl)-2-(4,4-dimethyl-1-piperidyl)-3-isoxazol-4-yl-6-methyl-chromen-4-one BrC(C)C=1C=C(C=C2C(C(=C(OC12)N1CCC(CC1)(C)C)C=1C=NOC1)=O)C